C(C)(C)(C)OC(=O)N[C@@H]1[C@@H](N(CC1)C(=O)OC)CO[C@@H]1CC[C@@H](CC1)C1=CC=CC=C1 methyl (CIS)-3-((tert-butoxycarbonyl)amino)-2-((((CIS)-4-phenylcyclohexyl)oxy)methyl)pyrrolidine-1-carboxylate